ClC=1C=CC=C2C=CC=C(C12)N1CC=2N=C(N=C(C2CC1)N1C[C@@H](N(CC1)C(=O)OC(C)(C)C)CC#N)OCCN1CCC(CC1)(F)F tert-butyl (2S)-4-[7-(8-chloro-1-naphthyl)-2-[2-(4,4-difluoro-1-piperidyl)ethoxy]-6,8-dihydro-5H-pyrido[3,4-d]pyrimidin-4-yl]-2-(cyanomethyl)piperazine-1-carboxylate